C(C)(C)(C)OC(N[C@H]1CS(C2=C(N(C1=O)CC1=CC=C(C=C1)Cl)C=C(C(=C2)F)C=2OC(=NN2)C2CNCC(C2)(F)F)(=O)=O)=O N-[(3R)-5-(4-chlorobenzyl)-7-[5-(5,5-difluoro-3-piperidyl)-1,3,4-oxadiazol-2-yl]-8-fluoro-1,1,4-triketo-2,3-dihydro-1λ6,5-benzothiazepin-3-yl]carbamic acid tert-butyl ester